Cl.Cl.N1CC(C1)N1CCOCC1 4-(azetidin-3-yl)morpholine dihydrochloride